(S)-rhodinol C=C(C)CCC[C@H](C)CCO